C(#N)C1=C2C[C@H](CNC2=CC=C1)[C@@H](C1=CC=CC=C1)NCCC=1C=C(C=CC1)CC(=O)O 2-(3-(2-(((S)-((R)-5-cyano-1,2,3,4-tetrahydroquinolin-3-yl)(phenyl)methyl)amino)ethyl)phenyl)acetic acid